NCCOCCOCCOCCOC1=CC(=NC(=C1)CN(CC1=CC=CC(=N1)C(=O)O)CC1=CC=CC(=N1)C(=O)O)CN(CC1=CC=CC(=N1)C(=O)O)CC1=CC=CC(=N1)C(=O)O 6,6',6'',6'''-((((4-(2-(2-(2-(2-aminoethoxy)ethoxy)ethoxy)ethoxy)pyridine-2,6-diyl)bis(methylene))bis(azanetriyl))tetrakis(methylene))tetrapicolinic acid